NC1=NC(=C(C=C1C=1C=C2C(=CNC(C2=CC1)=O)F)C=1C=CC2=C([C@@H](CO2)N(C)C)C1)F (S)-6-(2-amino-5-(3-(dimethylamino)-2,3-dihydrobenzofuran-5-yl)-6-fluoropyridin-3-yl)-4-fluoroisoquinolin-1(2H)-one